2-oxotetrahydrofuran-3-sulfonyl fluoride O=C1OCCC1S(=O)(=O)F